5-(((1R,5S,8r)-3-benzyl-3-azabicyclo[3.2.1]oct-8-yl)amino)-3-fluoro-N-(6-fluoropyridin-2-yl)-N-(4-methoxybenzyl)-4-methylpyridine-2-sulfonamide C(C1=CC=CC=C1)N1C[C@H]2CC[C@@H](C1)C2NC=2C(=C(C(=NC2)S(=O)(=O)N(CC2=CC=C(C=C2)OC)C2=NC(=CC=C2)F)F)C